N-(2-(2-(2,6-dioxopiperidin-3-yl)-1,3-dioxoisoindolin-5-yl)-2-azaspiro[3.3]heptan-6-yl)-5-(4-((7-ethyl-6-oxo-5,6-dihydro-1,5-naphthyridin-3-yl)methyl)piperazin-1-yl)picolinamide O=C1NC(CCC1N1C(C2=CC=C(C=C2C1=O)N1CC2(C1)CC(C2)NC(C2=NC=C(C=C2)N2CCN(CC2)CC=2C=NC=1C=C(C(NC1C2)=O)CC)=O)=O)=O